6-Chloro-3-(4'-chloro-[1,1'-biphenyl]-4-yl)-7-methoxy-2-methylquinolin-4(1H)-one ClC=1C=C2C(C(=C(NC2=CC1OC)C)C1=CC=C(C=C1)C1=CC=C(C=C1)Cl)=O